(1-methyl-2-(6-methyl-1-((2-(trimethylsilyl)ethoxy)methyl)-1H-indazol-5-yl)-1H-pyrrolo[2,3-c]pyridin-5-yl)cyclopropanecarboxamide CN1C(=CC=2C1=CN=C(C2)C2(CC2)C(=O)N)C=2C=C1C=NN(C1=CC2C)COCC[Si](C)(C)C